N[C@@H](CC1=CC=C(C=C1)OC1=CC=C(C=C1)O)C(=O)O Thyronin